tert-butyl ((S)-2-((6-(3,5-dimethylisoxazol-4-yl)pyridin-3-yl)amino)-1-((1r,4S)-4-methylcyclohexyl)-2-oxoethyl)carbamate CC1=NOC(=C1C1=CC=C(C=N1)NC([C@H](C1CCC(CC1)C)NC(OC(C)(C)C)=O)=O)C